N=1C=NN2C1C=C(C=C2)OC2=C(C=CC=C2)C 4-([1,2,4]Triazolo[1,5-a]pyridin-7-yloxy)-3-methylbenzene